Cl.N1CCC(CC1)C1=CC2=C(NN=N2)C=C1 5-(piperidin-4-yl)-1H-benzo[d][1,2,3]triazole hydrochloride salt